[4-[6-bromo-4-(isopropylamino)-3-pyridinyl]Triazol-1-yl]Cyclohexanecarboxylic acid methyl ester COC(=O)C1(CCCCC1)N1N=NC(=C1)C=1C=NC(=CC1NC(C)C)Br